2-amino-3-(2-oxo-1,2-dihydropyridin-4-yl)propanoic acid NC(C(=O)O)CC1=CC(NC=C1)=O